CC1=CC=C(C=C1)S(=O)(=O)O.C(C)OC([C@@H](NC(C1=CC=C(C=C1)CCC1=CNC=2N=C(NC(C21)=O)N)=O)CCC(=O)OCC)=O N-(4-[2-(2-amino-4,7-dihydro-4-oxo-3H-pyrrolo[2,3-d]pyrimidin-5-yl)ethyl]benzoyl)-L-glutamic acid diethyl ester p-toluenesulfonate